monobutyl ether, sodium salt [Na].C(CCC)OCCCC